O[C@@H]1CN(CCC1)C(CC1=CC=C(C=C1)NC(OCC1=CC=C(C=C1)Cl)=O)=O 4-chlorobenzyl (S)-(4-(2-(3-hydroxypiperidin-1-yl)-2-oxoethyl)phenyl)carbamate